6-(2,6-dichloro-4-fluorophenyl)-2-{[3-methyl-4-(4-methyl-1,4-diazepan-1-yl)phenyl]amino}imidazo[1,2-a]pyrimido[5,4-e]pyrimidin-5(6H)-one ClC1=C(C(=CC(=C1)F)Cl)N1C=2N(C3=C(C1=O)C=NC(=N3)NC3=CC(=C(C=C3)N3CCN(CCC3)C)C)C=CN2